ClC1=CC=C(C=N1)CN1N=C2N([C@@H](CCC2)C(=O)N2C[C@H](CC2)F)C1=O (5S)-2-[(6-Chloropyridin-3-yl)methyl]-5-{[(3S)-3-fluoropyrrolidin-1-yl]carbonyl}-5,6,7,8-tetrahydro[1,2,4]triazolo[4,3-a]pyridin-3(2H)-one